diethyl 2-(1H-pyrazol-4-yl)ethylphosphonate N1N=CC(=C1)CCP(OCC)(OCC)=O